CN1N=CC2=C1CN([C@@H]2C(=O)OC)C(=O)OC(C)(C)C 5-tert-butyl 4-methyl (4S)-1-methyl-4H,6H-pyrrolo[3,4-c]pyrazole-4,5-dicarboxylate